FC=1C=C(C=CC1)N1CCC(CC1)NC=1C2=CC(=C(C=C2N=C2CCCCC12)OCCCN1CCCC1)OC N-[1-(3-fluorophenyl)piperidin-4-yl]-7-methoxy-6-[3-(pyrrolidin-1-yl)propoxy]-1,2,3,4-tetrahydroacridin-9-amine